2-(3-aminophenyl)propan-2-ol NC=1C=C(C=CC1)C(C)(C)O